N-[2-methyl-5-[[2-[(2S)-2-methylpyrrolidin-1-yl]acetyl]amino]-3-pyridyl]-6-(4,5,6,7-tetrahydropyrazolo[1,5-a]pyridin-3-yl)triazolo[1,5-a]pyridine-3-carboxamide CC1=NC=C(C=C1NC(=O)C=1N=NN2C1C=CC(=C2)C=2C=NN1C2CCCC1)NC(CN1[C@H](CCC1)C)=O